2,4-dichlorothiobenzamide tert-butyl-6-((6-bromo-3-nitropyridin-2-yl)amino)indoline-1-carboxylate C(C)(C)(C)OC(=O)N1CCC2=CC=C(C=C12)NC1=NC(=CC=C1[N+](=O)[O-])Br.ClC1=C(C(=S)N)C=CC(=C1)Cl